CC1CC(C(C2=CC=CC=C12)=O)N=O 4-methyl-2-nitroso-1-tetralone